C12(C(=O)CC(CC1)C2(C)C)CS(=O)(=O)[O-].C2(=CC=CC=C2)[S+](C2=CC=CC=C2)C2=CC=CC=C2 triphenylsulfonium camphorsulfonate